C(C1=CC=CC=C1)N1CCN(CCN(CCC1)C1(C(C(=O)N)C=C(C=C1)C)O)C1(C(C(=O)N)C=C(C=C1)C)O 2,2'-[(7-benzyl-1,4,7-triazacyclodecane-1,4-diyl)]bis[2-hydroxy-5-methylbenzamide]